CC1([C@@H](NC(C1)=O)COC1=NC=CC2=CC(=C(C=C12)OC)C(=O)N)C 1-{[(2R)-3,3-dimethyl-5-oxopyrrolidin-2-yl]methoxy}-7-methoxyisoquinoline-6-carboxamide